CN1C(C(=CC2=C(C=C(C=C12)N1CCOCC1)N1C2=C(S(CC1)=O)C=C(N=C2)C=2C=NN(C2)C)C)=O 1,3-dimethyl-5-(7-(1-methyl-1H-pyrazol-4-yl)-1-oxo-2,3-dihydro-4H-pyrido[4,3-b][1,4]thiazin-4-yl)-7-morpholinoquinolin-2(1H)-one